C(CCCCCCCC(=O)N)CCCCCCCC(=O)N methylenebisoctanoamide